dihydroxypropyl isophthalate C(C1=CC(C(=O)[O-])=CC=C1)(=O)OCCC(O)O